p-chlorophenyl-3-pyridineformylhydrazine ClC1=C(C=NC=C1)C(=O)N(N)C1=CC=CC=C1